(2R,3R,4R,5S)-1-{2-[4-(2-{[3-(5,6-dihydro-1,4-dioxin-2-yl)-5-methoxyphenyl]amino}ethyl)phenyl]ethyl}-2-(hydroxymethyl)piperidine-3,4,5-triol O1C(=COCC1)C=1C=C(C=C(C1)OC)NCCC1=CC=C(C=C1)CCN1[C@@H]([C@H]([C@@H]([C@H](C1)O)O)O)CO